2,6-diethyl-p-benzoquinone C(C)C=1C(C(=CC(C1)=O)CC)=O